BrCCCCCN1C=C(C2=CC=CC=C12)CCCC(=O)O 4-[1-(5-bromopentyl)-1H-indol-3-yl]-butyric acid